5-((7-(5-(2-(cyclopropylmethoxy)-4-fluorophenoxy)pyrimidin-4-yl)-2,7-diazaspiro[4.4]non-2-yl)methyl)-1,3-dihydro-2H-benzo[d]imidazol-2-one C1(CC1)COC1=C(OC=2C(=NC=NC2)N2CC3(CCN(C3)CC3=CC4=C(NC(N4)=O)C=C3)CC2)C=CC(=C1)F